C1(CCCCC1)=NCCCCCC 6-(cyclohexylideneamino)hexane